NC1=C(C=C(C=C1)N)CCC[N+]1(CCOCC1)C 4-[3-(2,5-diaminophenyl)propyl]-4-methylmorpholin-4-ium